FC(C(F)(F)F)(O[Si](OC(C(F)(F)F)(F)F)(OC(C(F)(F)F)(F)F)C(C(C(C(C(C(C(C(F)(F)F)(F)F)(F)F)(F)F)(F)F)(F)F)(F)F)(F)F)F perfluorooctanyl-triethoxysilane